benzyldimethyltetradecylamine dihydrate O.O.C(C1=CC=CC=C1)C(CCCCCCCCCCCCC)N(C)C